NC1CCN(CC1)C(=O)OCCCC butyl 4-aminopiperidine-1-carboxylate